C1[C@H]([C@H](OC2=C1C(=CC(=C2[C@@H]3[C@H]([C@H](OC4=CC(=CC(=C34)O)O)C5=CC(=C(C=C5)O)O)O)O)O)C6=CC(=C(C(=C6)O)O)O)O The molecule is a proanthocyanidin consisting of (-)-epicatechin and (-)-epigallocatechin units joined by a (4beta->8)-linkage. It has a role as a metabolite. It is a hydroxyflavan, a proanthocyanidin, a polyphenol and a biflavonoid. It derives from a (-)-epicatechin and a (-)-epigallocatechin.